2-[4-[4-(3-Hydroxymethyl-piperidine-1-carbonyl)-phenyl]-6-(4-hydroxy-piperidin-1-yl)-pyrimidin-2-ylamino]-4-methyl-5-thiazolecarboxylic acid ethyl ester C(C)OC(=O)C1=C(N=C(S1)NC1=NC(=CC(=N1)C1=CC=C(C=C1)C(=O)N1CC(CCC1)CO)N1CCC(CC1)O)C